1-(2-(((6-chloropyridazin-4-yl)oxy)methyl)-6-cyclopropylimidazolo[1,2-a]pyridin-8-yl)-3-methylimidazolidine-2,4-dione ClC1=CC(=CN=N1)OCC=1N=C2N(C=C(C=C2N2C(N(C(C2)=O)C)=O)C2CC2)C1